BrC1=CC=C(C=C1)C#CCN(C1=CC=CC=C1)C(=S)F (3-(4-bromophenyl)prop-2-yn-1-yl)(phenyl)aminothioFormyl fluoride